(S)-4-((5-(4'-amino-4'h,6'h-spiro[piperidine-4,5'-pyrrolo[1,2-b]pyrazol]-1-yl)pyrazin-2-yl)thio)-3-fluorobenzonitrile N[C@H]1C2(CN3N=CC=C31)CCN(CC2)C=2N=CC(=NC2)SC2=C(C=C(C#N)C=C2)F